C(C1=CC=CC=C1)OC(\C=C\CC[C@@H](C(=O)NC=1C(N(C=CC1)CC(=O)NC12CC(C1)C2)=O)NC(=O)C2=C(N=C(S2)C2=CC=CC=C2)C)=O (S,E)-Benzyl-7-(1-(2-(bicyclo[1.1.1]pentan-1-ylamino)-2-oxoethyl)-2-oxo-1,2-dihydropyridin-3-ylamino)-6-(4-methyl-2-phenylthiazol-5-carboxamido)-7-oxohept-2-enoat